ethyl-3-methyl-5-(1-methyl-1H-imidazol-4-yl)-1H-pyrazole C(C)N1N=C(C=C1C=1N=CN(C1)C)C